tert-butyl-4-[3-(4-chlorophenyl)-3-oxo-propanoyl]piperazine tert-butyl-6-oxo-2-vinyl-spiro[5H-pyrrolo[3,2-d]pyrimidine-7,4'-piperidine]-1'-carboxylate C(C)(C)(C)OC(=O)N1CCC2(CC1)C(NC1=C2N=C(N=C1)C=C)=O.C(C)(C)(C)N1CCN(CC1)C(CC(=O)C1=CC=C(C=C1)Cl)=O